COC=1C=C(C=CC1OC)C(C(=O)O)O 3,4-dimethoxyphenylglycolic acid